5-nitro-1H-indazole hydrochloride Cl.[N+](=O)([O-])C=1C=C2C=NNC2=CC1